3,3'-((3-((4-(tert-butoxycarbonyl)piperazin-1-yl)methyl)phenyl)azanediyl)dipropionic acid C(C)(C)(C)OC(=O)N1CCN(CC1)CC=1C=C(C=CC1)N(CCC(=O)O)CCC(=O)O